8-fluoro-N-methyl-N-(2,2,6,6-tetramethylpiperidin-4-yl)-7-(2H-1,2,3-triazol-4-yl)-5H-isochromeno[3,4-d]thiazol-2-amine FC1=CC2=C(C=C1C1=NNN=C1)COC=1N=C(SC12)N(C1CC(NC(C1)(C)C)(C)C)C